BrC=1C=CC=2C(C3=CC=CC=C3N(C2C1)C1=CC=CC=C1)(C)C 3-bromo-9,9-dimethyl-10-phenyl-9,10-dihydroacridine